FC(C1=CC=C([N+](=C1)[O-])[S-])(F)F.[Na+] Sodium 5-(trifluoromethyl)pyridine-2-thiolate 1-oxide